[O-]CCC.[O-]CCC.[O-]CCC.[O-]CCC.[Zr+4].C(C1=CC=CC=C1)C1=CC(=NO1)C(=O)NC1CC(C2=C(N(C1=O)C)C=CC=C2)F 5-benzyl-N-(5-fluoro-1-methyl-2-oxo-2,3,4,5-tetrahydro-1H-benzo[b]azepin-3-yl)isoxazole-3-carboxamide zirconium(IV) tetra-propoxide